C1(CCCCC1)C=1N=CC(=NC1)CN(C(=O)[C@@H]1N(CC1)S(=O)(=O)C1=C(C=C(C=C1F)F)F)C1=CC(=C(C(=O)O)C=C1)O (R)-4-(N-((5-cyclohexylpyrazin-2-yl)methyl)-1-((2,4,6-trifluorophenyl)sulfonyl)azetidine-2-carboxamido)-2-hydroxybenzoic acid